FC=1C=NC2=C(C=C(C=C2C1)C#C[Si](C(C)C)(C(C)C)C(C)C)OC 3-fluoro-8-methoxy-6-((triisopropylsilyl)ethynyl)quinoline